ClC1=NC=C(C(=C1)C1=C(C=NC(=C1)C)C(=O)O)OC([2H])([2H])[2H] 2'-chloro-5'-(methoxy-d3)-6-methyl-[4,4'-bipyridine]-3-carboxylic acid